rac-(1R,2S)-2-(fluoromethyl)cyclopropane-1-carboxylic acid FC[C@@H]1[C@@H](C1)C(=O)O |r|